2-[(5S)-3-bromo-5-(fluoromethyl)-4,5-dihydro-1,2-oxazol-5-yl]-3-(2,6-difluorophenyl)-5-fluoropyridine BrC1=NO[C@](C1)(CF)C1=NC=C(C=C1C1=C(C=CC=C1F)F)F